CNC1=CC=C(C=C1)C1=C2C=CCC(C2=CC=C1)O 5-[4-(Methylamino)phenyl]-1H-naphthol